N-[(3-Fluorophenyl)-methyl]-1-[1-(methoxymethyl)-propyl]-4-methyl-2-oxo-7-(trifluoromethyl)-1H-quinoline-3-carboxylic acid amide FC=1C=C(C=CC1)CNC(=O)C=1C(N(C2=CC(=CC=C2C1C)C(F)(F)F)C(CC)COC)=O